5-(thiazol-5-yl)-1H-indole-7-carboxylic acid S1C=NC=C1C=1C=C2C=CNC2=C(C1)C(=O)O